(E)-14-(4-(2-(fluorosulfonyl)vinyl)phenoxy)-3,6,9,12-tetraoxatetradecanoic acid FS(=O)(=O)/C=C/C1=CC=C(OCCOCCOCCOCCOCC(=O)O)C=C1